C12CN(CC(CC1)O2)C2=CC(=CN=N2)N2[C@@H](COCC2)C 6-(8-Oxa-3-azabicyclo[3.2.1]octan-3-yl)-4-((R)-3-methylmorpholino)pyridazine